(butylamino)-2-isopropyl-N-(5-nitrothiophen-2-yl)benzamide C(CCC)NC=1C(=C(C(=O)NC=2SC(=CC2)[N+](=O)[O-])C=CC1)C(C)C